O(C1=CC=CC=C1)C1=CC(=C(C=2N1N=CN2)C(=O)O)OCC2=CC=CC=C2 5-(Phenoxy)-7-(benzyloxy)-[1,2,4]triazolo[1,5-a]pyridine-8-carboxylic acid